3-(2-methoxy-2-oxo-ethyl)indole-1-carboxylic acid tert-butyl ester C(C)(C)(C)OC(=O)N1C=C(C2=CC=CC=C12)CC(=O)OC